FC=1C=CC=C2CCO[C@@H](C12)CN(C)C (S)-1-(8-Fluoroisochroman-1-yl)-N,N-dimethylmethylamine